N1=CN=C(C2=C1NC=C2)N2CCSC(=C2)C(=O)N2CC=1N(CC2)C=CN1 (4-(7H-pyrrolo[2,3-d]pyrimidin-4-yl)-3,4-dihydro-2H-1,4-thiazin-6-yl)(5,6-dihydroimidazo[1,2-a]pyrazin-7(8H)-yl)methanone